OC1=C(C=O)C(=CC=C1)OC[C@H]1N(CCSC1)C(C1=C(N=CC=C1)CO)=O (R)-2-hydroxy-6-((4-(2-(hydroxymethyl)nicotinoyl)thiomorpholin-3-yl)methoxy)benzaldehyde